methyl (1a'S,6a'R,6b'R)-tetrahydro-4'H-spiro[cyclopropane-1,5'-cyclopropa[a]pyrrolizine]-6a'(6'H)-carboxylate C1[C@@H]2[C@H]1CN1CC3(C[C@]21C(=O)OC)CC3